FC(COC1=C(C=CC=C1)C=1C(C(=CN(N1)CC1COC1)C(=O)O)=O)F 6-[2-(2,2-difluoroethoxy)phenyl]-2-[(oxetan-3-yl)methyl]-5-oxo-2,5-dihydropyridazine-4-carboxylic Acid